2-[4-(Difluoromethyl)-7-methyl-6-(6-morpholino-3-pyridyl)indazol-2-yl]-2-[(6R)-6-fluoro-6,7-dihydro-5H-pyrrolo[1,2-c]imidazol-1-yl]-N-thiazol-2-yl-acetamide FC(C=1C2=CN(N=C2C(=C(C1)C=1C=NC(=CC1)N1CCOCC1)C)C(C(=O)NC=1SC=CN1)C1=C2N(C=N1)C[C@@H](C2)F)F